FC1=C(C#N)C=C(C=C1)CC1=NNC(C2=CC=CC=C12)=O 2-fluoro-5-[(4-oxo-3,4-dihydro-phthalazin-1-yl)methyl]benzonitrile